(2R)-N-{4-[6,6-dimethyl-4-oxo-3-(pyridin-3-yl)-4,5,6,7-tetrahydro-1H-pyrrolo[3,2-c]pyridin-2-yl]pyridin-2-yl}-2-(4-fluorophenyl)propanamide CC1(CC2=C(C(N1)=O)C(=C(N2)C2=CC(=NC=C2)NC([C@H](C)C2=CC=C(C=C2)F)=O)C=2C=NC=CC2)C